O=C1NC(CCC1C1=C(C=C(C=C1F)N1CCN(CC1)C1CC2(C1)CCN(CC2)C(=O)OC(C)(C)C)F)=O tert-butyl 2-(4-(4-(2,6-dioxopiperidin-3-yl)-3,5-difluorophenyl)piperazin-1-yl)-7-azaspiro[3.5]nonane-7-carboxylate